C1N(CC12CNC2)C2=NC=NC=C2OC2=C(C(=O)N(C(C)C)C(C)C)C=C(C=C2)F 2-{[4-(2,6-diazaspiro[3.3]heptan-2-yl)pyrimidin-5-yl]oxy}-5-fluoro-N,N-di(propan-2-yl)benzamide